FC(F)N1N=CC2=CC(=CC=C12)[N+](=O)[O-] (difluoromethyl)-5-nitro-1H-indazole